2,3-dihydro-benzofuran-5-carboxylic acid {2-[methyl-(1-oxetan-3-yl-piperidin-4-yl)-amino]-benzothiazol-5-yl}-amide CN(C=1SC2=C(N1)C=C(C=C2)NC(=O)C=2C=CC1=C(CCO1)C2)C2CCN(CC2)C2COC2